1-Ethyl 2-(4-methyl-3-(methylsulfonyl)phenyl)cyclopropanecarboxylate CC1=C(C=C(C=C1)C1C(C1)C(=O)OCC)S(=O)(=O)C